2-[6-[(2S)-2-allyl-pyrrolidin-1-yl]-4-methoxy-3-nitro-2-pyridinyl]-5-[1-benzyloxy-1-(trifluoromethyl)pent-4-enyl]-1,3,4-oxadiazole C(C=C)[C@H]1N(CCC1)C1=CC(=C(C(=N1)C=1OC(=NN1)C(CCC=C)(C(F)(F)F)OCC1=CC=CC=C1)[N+](=O)[O-])OC